OCCN(CCCO)CCO 3-[bis(2-hydroxyethyl)amino]-1-propanol